2-cyano-2-(5-fluoro-4-(N-(1-methylcyclopropyl)sulfamoyl)-2-nitrophenyl)acetamide ethyl-2-[[3-(5-chloro-2-hydroxy-4-methyl-phenyl)benzoyl]amino]acetate C(C)OC(CNC(C1=CC(=CC=C1)C1=C(C=C(C(=C1)Cl)C)O)=O)=O.C(#N)C(C(=O)N)C1=C(C=C(C(=C1)F)S(NC1(CC1)C)(=O)=O)[N+](=O)[O-]